FC1(CCN(CC1)C1=NC(=CC(=N1)C(CNC(C1=C(C=C(C=C1)I)N1CCC2(CC2)CC1)=O)=O)C)F N-(2-(2-(4,4-difluoropiperidin-1-yl)-6-methylpyrimidin-4-yl)-2-oxoethyl)-4-iodo-2-(6-azaspiro[2.5]oct-6-yl)benzamide